N(=[N+]=[N-])[C@@H]1C[C@@H]([C@H](O[C@@H]1SC1=CC=C(C=C1)C)[C@@H](C)N(C(OCC1=CC=CC=C1)=O)CC1=CC=CC=C1)OCC1=CC=CC=C1 benzyl N-[(1R)-1-[(2R,3S,5R,6R)-5-azido-3-benzyloxy-6-(p-tolylsulfanyl)tetrahydropyran-2-yl]ethyl]-N-benzyl-carbamate